N-[2-amino-5-(4-fluorophenyl)phenyl]-4-[(5-isopropyl-3-pyridinyl)sulfonyl]benzamide NC1=C(C=C(C=C1)C1=CC=C(C=C1)F)NC(C1=CC=C(C=C1)S(=O)(=O)C=1C=NC=C(C1)C(C)C)=O